(2-methyl-4-(2-oxo-4-(4-(3-(p-tolyl)-1,2,4-oxadiazol-5-yl)piperidine-1-carbonyl)pyrrolidin-1-yl)phenyl)methylium CC1=C(C=CC(=C1)N1C(CC(C1)C(=O)N1CCC(CC1)C1=NC(=NO1)C1=CC=C(C=C1)C)=O)[CH2+]